2,6-tolylenediamine CC1=C(C=CC=C1N)N